5-Fluoro-6-(2-methoxyethoxy)-3-{3-[4-(4-methylpiperazine-1-carbonyl)phenyl]-1,2-oxazol-5-yl}-1H-indazole FC=1C=C2C(=NNC2=CC1OCCOC)C1=CC(=NO1)C1=CC=C(C=C1)C(=O)N1CCN(CC1)C